(1r,4r)-4-(3-Chloroanilino)-2'-[2-(hydroxymethyl)hept-3-yn-1-yl]spiro[cyclohexane-1,1'-indene]-4-carboxylic acid methyl ester COC(=O)C1(CCC2(C(=CC3=CC=CC=C23)CC(C#CCCC)CO)CC1)NC1=CC(=CC=C1)Cl